nonyl 8-((9,9-bis((7,7,8,8,8-pentafluorooctyl)oxy)nonyl)(2-hydroxyethyl)amino)octanoate FC(CCCCCCOC(CCCCCCCCN(CCCCCCCC(=O)OCCCCCCCCC)CCO)OCCCCCCC(C(F)(F)F)(F)F)(C(F)(F)F)F